OC(C)(C)C1=CC(=C(C=C1)NC=1N=CC2=C(N1)N(C(=C2)C#N)[C@H]2COC[C@@H]2OC)OC2COC2 2-((4-(2-Hydroxypropan-2-yl)-2-(oxetan-3-yloxy)phenyl)amino)-7-((3S,4R)-4-methoxytetrahydrofuran-3-yl)-7H-pyrrolo[2,3-d]pyrimidine-6-carbonitrile